OC(=O)C(F)(F)F.N1CC(C1)C=1C=NN(C1N1C(N(C=C1)C=1C=C2C=NN(C2=CC1)C)=O)C1=CC(=C(C(=C1)C)F)C 1-(4-(azetidin-3-yl)-1-(4-fluoro-3,5-dimethylphenyl)-1H-pyrazol-5-yl)-3-(1-methyl-1H-indazol-5-yl)-1,3-dihydro-2H-imidazol-2-one TFA salt